1-[(3R)-3-(dibenzylamino)pyrrolidin-1-yl]-2,2,2-trifluoroethanone C(C1=CC=CC=C1)N([C@H]1CN(CC1)C(C(F)(F)F)=O)CC1=CC=CC=C1